3,5-diisopropyl-4-nitro-1-phenyl-1H-pyrazole C(C)(C)C1=NN(C(=C1[N+](=O)[O-])C(C)C)C1=CC=CC=C1